uranium americium neptunium [Np].[Am].[U]